1-(2-((tert-butoxycarbonyl)amino)propyl)-1H-pyrazole-3,5-dicarboxylic acid C(C)(C)(C)OC(=O)NC(CN1N=C(C=C1C(=O)O)C(=O)O)C